N-[(3-{4-[(3S,4R)-3-fluoro-1-methyl-4-piperidylamino]-1-(2,2,2-trifluoroethyl)-2-indolyl}-1,2,4-oxadiazol-5-yl)methyl]-4-pyrazolecarboxamide F[C@H]1CN(CC[C@H]1NC1=C2C=C(N(C2=CC=C1)CC(F)(F)F)C1=NOC(=N1)CNC(=O)C=1C=NNC1)C